N[C@@H]1[C@H](C2CCC1CC2)C(=O)OCC (2S,3S)-Ethyl 3-aminobicyclo[2.2.2]octane-2-carboxylate